C1(=CC=CC=C1)CCC[Si](OC)(OC)C gamma-phenylpropyl-methyl-dimethoxysilane